O.ClC=1C(=NC(=NC1)NC=1C=CC2=C(CC[C@H](CC2)N2CCCC2)C1)NC1=C(C=C(C=C1)COC)P(C)(C)=O (S)-(2-((5-chloro-2-((7-(pyrrolidin-1-yl)-6,7,8,9-tetrahydro-5H-benzo[7]annulen-2-yl)amino)pyrimidin-4-yl)amino)-5-(methoxymethyl)phenyl)dimethylphosphine oxide, hydrate